[Mn].[Co].[Co].[Ni].[Li] lithium nickel cobalt-cobalt-manganese